tert-butyl 4-[4-[[8-bromo-6-(2,6-dichloro-4-methyl-phenyl)-5-oxo-pyrido[4,3-d]pyrimidin-2-yl]amino]pyrazol-1-yl]piperidine-1-carboxylate BrC1=CN(C(C2=C1N=C(N=C2)NC=2C=NN(C2)C2CCN(CC2)C(=O)OC(C)(C)C)=O)C2=C(C=C(C=C2Cl)C)Cl